1-(1-(4-(2-(2,6-Dichlorophenyl)-3-methylimidazo[2,1-f][1,6]naphthyridin-9-yl)-1H-pyrazol-1-yl)-3-azabicyclo[3.1.0]hexan-3-yl)-2-hydroxyethan-1-one ClC1=C(C(=CC=C1)Cl)C=1N=C2C=3C=C(C=NC3C=CN2C1C)C=1C=NN(C1)C12CN(CC2C1)C(CO)=O